5-fluoro-2-formylphenylboronic acid FC=1C=CC(=C(C1)B(O)O)C=O